stearyl phenylpropionate C1(=CC=CC=C1)C(C(=O)OCCCCCCCCCCCCCCCCCC)C